N-(4-{[3-(4-{[1-(2-hydroxy-3-methoxypropyl)piperidin-4-yl]amino}-1-(2,2,2-trifluoroethyl)-1H-indol-2-yl)prop-2-yn-1-yl]amino}-3-methoxybenzenesulfonyl)propanamide OC(CN1CCC(CC1)NC1=C2C=C(N(C2=CC=C1)CC(F)(F)F)C#CCNC1=C(C=C(C=C1)S(=O)(=O)NC(CC)=O)OC)COC